C(C)(C)C1=CC(=NC=C1)C1=NN=C(O1)NC1=NC=CC=C1C 5-(4-isopropylpyridin-2-yl)-N-(3-methylpyridin-2-yl)-1,3,4-oxadiazol-2-amine